ethyl 3-(tert-butyl)-1-cyclopropyl-1H-pyrazole-5-carboxylate C(C)(C)(C)C1=NN(C(=C1)C(=O)OCC)C1CC1